8-bromo-1-methyl-1,2,3,4-tetrahydronaphthalene BrC=1C=CC=C2CCCC(C12)C